CN(C)N=O N-nitrosodimethylamine